BrC=1C(=NC(=CC1)OC)OC 3-bromo-2,6-dimethoxypyridine